O1C(COCC1)COC1=NC(N2C(C3=CC=C(C=C3CC2)C=2C=NN(C2)CCC)=C1)=O 2-([1,4]Dioxan-2-ylmethoxy)-9-(1-propyl-1H-pyrazol-4-yl)-6,7-dihydro-pyrimido[6,1-a]isoquinolin-4-one